C1C2N(C=3C=CC=CC3C21)C(=O)OC(C)(C)C tert-butyl 1a,6b-dihydrocyclopropa[b]indole-2(1H)-carboxylate